FC=1C(=C(C=CC1)C1CCN(CC1)[C@H]1CC2(CN(C2)C(=O)OC(C)(C)C)CC1)O (R)-tert-butyl 6-(4-(3-fluoro-2-hydroxyphenyl)piperidin-1-yl)-2-azaspiro[3.4]octane-2-carboxylate